1-(6-methyl-4-(trifluoromethyl)pyridine-2-yl)-5-oxopyrrolidine CC1=CC(=CC(=N1)N1CCCC1=O)C(F)(F)F